tert-butyl 4-[4-(2,6-dibenzyloxy-3-pyridyl)-7-fluoro-2,3-dihydro-1,4-benzoxazin-8-yl]piperidine-1-carboxylate C(C1=CC=CC=C1)OC1=NC(=CC=C1N1CCOC2=C1C=CC(=C2C2CCN(CC2)C(=O)OC(C)(C)C)F)OCC2=CC=CC=C2